2-[[7-fluoro-2-(hydroxymethyl)-2,3-dihydro-1H-inden-5-yl]oxy]acetonitrile FC=1C=C(C=C2CC(CC12)CO)OCC#N